FC(C=1C=C(N=NC1)CC(=O)O)(F)F 5-(trifluoromethyl)-3-pyridazinacetic acid